NC=1C(=C(C(=C(C(=O)O)C1I)I)C(=O)O)I 5-Amino-2,4,6-triiodoisophthalic acid